C(#N)C1=CC(=C(COC2=CC=CC(=N2)C2CCN(CC2)CC2=NC3=C(N2C[C@H]2OCC2)C=C(C=C3)S(=O)(=O)NC(NC3CCCC3)=O)C=C1)F (S)-2-((4-(6-((4-cyano-2-fluorobenzyl)oxy)pyridin-2-yl)piperidin-1-yl)methyl)-N-(cyclopentyl-carbamoyl)-1-(oxetan-2-ylmethyl)-1H-benzo[d]imidazole-6-sulfonamide